NC1=NC=C(C2=C1C(=NN2[C@@H]2CN(CC2)C(C=C)=O)C#CC2=CC1=C(N(C=N1)C1CC1)C=C2Cl)C2=NN(C=C2)C (S)-1-(3-(4-amino-3-((6-chloro-1-cyclopropyl-1H-benzo[d]imidazol-5-yl)ethynyl)-7-(1-methyl-1H-pyrazol-3-yl)-1H-pyrazolo[4,3-c]pyridin-1-yl)pyrrolidin-1-yl)prop-2-en-1-one